FC1=CC(=C(OCCN(C(OC(C)(C)C)=O)C)C=C1)OC tert-butyl (2-(4-fluoro-2-methoxyphenoxy)ethyl)(methyl)carbamate